3-[2,5-Bis(propan-2-yl)thiophen-3-yl]-1-[(1-methyl-1H-pyrazol-4-yl)[(3R)-1-methylpiperidin-3-yl]sulfamoyl]urea CC(C)C=1SC(=CC1NC(NS(N([C@H]1CN(CCC1)C)C=1C=NN(C1)C)(=O)=O)=O)C(C)C